2-(3-(2-cyano-2-(6-methoxy-3H-imidazo[4,5-c]pyridin-2-yl)vinyl)-2,5-dimethyl-1H-pyrrol-1-yl)-4,5-dimethylthiophene-3-carboxylic acid methyl ester COC(=O)C1=C(SC(=C1C)C)N1C(=C(C=C1C)C=C(C1=NC2=C(C=NC(=C2)OC)N1)C#N)C